2-methyl-3-(2H-1,2,3-triazol-2-yl)pyridine-2,6-diamine CC1(NC(=CC=C1N1N=CC=N1)N)N